C(C1=CC=CC=C1)N1[C@H](C[C@@H](CC1)C(=O)NC1CCC(CC1)(C(F)(F)F)O)C(F)(F)F (2R,4R)-1-benzyl-N-[(1r,4r)-4-hydroxy-4-(trifluoromethyl)cyclohexyl]-2-(trifluoromethyl)piperidine-4-carboxamide